C(C)SC1=CC=C(C(=O)NC2=CC=C(C=C2)[C@H]2CNCCC2)C=C1 (S)-4-(Ethylthio)-N-(4-(piperidin-3-yl)phenyl)benzamide